N-[(1S)-5-[2-(2-aminopyridin-3-yl)-5-{4H,6H,7H-pyrazolo[3,2-c][1,4]oxazin-2-yl}imidazo[4,5-b]pyridin-3-yl]-2,3-dihydro-1H-inden-1-yl]-2-fluoro-5-formyl-4-hydroxybenzamide NC1=NC=CC=C1C1=NC=2C(=NC(=CC2)C=2C=C3COCCN3N2)N1C=1C=C2CC[C@@H](C2=CC1)NC(C1=C(C=C(C(=C1)C=O)O)F)=O